1-{[3-(2,2-Difluoroethoxy)-2-pyrazinyl]methyl}-7-methyl-3-[(1r,4r)-4-(2-fluoro-6-tolyl)cyclohexyl]-1,8-diaza-2(1H)-naphthalenone FC(COC=1C(=NC=CN1)CN1C(C(=CC2=CC=C(N=C12)C)C1CCC(CC1)C1=CC=CC(=C1C)F)=O)F